3-(3-chloro-4-fluorophenyl)-1-(8-fluoro-6-oxo-1,2,3,4,5,6-hexahydrophenanthridin-1-yl)-1-isobutylurea ClC=1C=C(C=CC1F)NC(N(CC(C)C)C1CCCC=2NC(C3=CC(=CC=C3C12)F)=O)=O